1-(phenylsulfonyl)piperidin C1(=CC=CC=C1)S(=O)(=O)N1CCCCC1